2-[[4-[1-piperazinyl]-6-methyl-6-[[(3,4,5-trimethoxyphenyl)methyl]amino]-2-pyrimidinyl]amino]-4-methyl-5-thiazolecarboxylic acid ethyl ester C(C)OC(=O)C1=C(N=C(S1)NC=1NC(C=C(N1)N1CCNCC1)(NCC1=CC(=C(C(=C1)OC)OC)OC)C)C